quinazolin-8-amine hydrochloride Cl.N1=CN=CC2=CC=CC(=C12)N